C1C=2N(CCN1)C=C(C2)C(=O)O 1,2,3,4-tetrahydropyrrolo[1,2-a]pyrazine-7-carboxylic acid